C(CCC)OC(N(C)C)OCCCC N,N-dimethyl-formamide dibutyl acetal